FC=1C=CC(=NC1)NC(CN1C=2N(C(C3=C1C(N(C3)C(C)C)=O)=O)N=C(C2)C(=O)NC=2OC=CN2)=O 4-{2-[(5-fluoropyridin-2-yl)amino]-2-oxoethyl}-N-(1,3-oxazol-2-yl)-5,8-dioxo-6-(propan-2-yl)-5,6,7,8-tetrahydro-4H-pyrazolo[1,5-a]pyrrolo[3,4-d]pyrimidine-2-carboxamide